C([C@@H](O)CC(C)C)(=O)O (S)-Leucic acid